(R)-N-((S)-1'-(5-(3,4-dichloro-2-methyl-2H-indazol-5-yl)-4-cyano-7H-pyrrolo[2,3-d]pyrimidin-2-yl)-1,3-dihydrospiro[indene-2,4'-piperidin]-1-yl)-2-methylpropane-2-sulfinamide ClC=1N(N=C2C=CC(=C(C12)Cl)C1=CNC=2N=C(N=C(C21)C#N)N2CCC1(CC2)[C@@H](C2=CC=CC=C2C1)N[S@](=O)C(C)(C)C)C